N-propyl-N-methylphenyl-urea C(CC)N(C(=O)NC1=CC=CC=C1)C